The molecule is a steroid saponin that is 3,16,17-trihydroxycholest-5-en-22-one attached to a beta-D-glucopyranosyl residue at position 3 and a 2-O-acetyl-3-O-[2-O-(3,4-dimethoxybenzoyl)-beta-D-xylopyranosyl]-alpha-L-arabinopyranosyl residue at position 16 via a glycosidic linkage. Isolated from Ornithogalum thyrsoides and Galtonia candicans, it exhibits antineoplastic activity. It has a role as a metabolite and an antineoplastic agent. It is a beta-D-glucoside, an acetate ester, a benzoate ester, a cholestanoid, a steroid saponin and a 17-hydroxy steroid. It derives from a 3,4-dimethoxybenzoic acid. C[C@@H](C(=O)CCC(C)C)[C@]1([C@H](C[C@@H]2[C@@]1(CC[C@H]3[C@H]2CC=C4[C@@]3(CC[C@@H](C4)O[C@H]5[C@@H]([C@H]([C@@H]([C@H](O5)CO)O)O)O)C)C)O[C@H]6[C@@H]([C@H]([C@H](CO6)O)O[C@H]7[C@@H]([C@H]([C@@H](CO7)O)O)OC(=O)C8=CC(=C(C=C8)OC)OC)OC(=O)C)O